C(#N)C1=CC(=C(COC2=CC=CC(=N2)C2CCN(CC2)[C@H](C)C2=NC3=C(N2C)C=C(C=C3OC)C(=O)OC)C=C1)F Methyl (R)-2-(1-(4-(6-((4-cyano-2-fluorobenzyl)oxy)pyridin-2-yl)piperidin-1-yl)ethyl)-4-methoxy-1-methyl-1H-benzo[d]imidazole-6-carboxylate